ClC1=CC2=C(CCO2)C=C1NC1=NC=C2N(C(N(C2=N1)C1CC(CCC1)O)=O)C ((6-chloro-2,3-dihydrobenzofuran-5-yl)amino)-9-(3-hydroxycyclohexyl)-7-methyl-7,9-dihydro-8H-purin-8-one